CC(CCCC(=O)O)C 5-methyl-hexanoic acid